CN1C(=NC=C1)CNC(C1=CC=C(C=C1)C1=NC2=CC=C3C(=C2C=2CCCCC12)C=NN3)=O N-((1-methyl-1H-imidazol-2-yl)methyl)-4-(8,9,10,11-tetrahydro-3H-pyrazolo[4,3-a]phenanthridin-7-yl)benzamide